N1=CC(=CC=C1)C=1N=C(SC1)N1C=C(CC2=CC=CN=C12)C(=O)O [4-(pyridin-3-yl)-1,3-thiazol-2-yl]-1,4-dihydro-1,8-naphthyridine-3-carboxylic acid